C(C)(C)(C)C=1C=CC=2N(C3=CC=CC=C3C2C1)C1=CC=C(C=C1)C1=C(C(=C(C(=C1C1=CC2=C(SC3=C2C=CC=C3)C=C1)C1=CC=NC=C1)C1=CC=C(C=C1)N1C3=CC=CC=C3C=3C=C(C=CC13)C(C)(C)C)C#N)C1=CC=C(C=C1)N1C3=CC=CC=C3C=3C=C(C=CC13)C(C)(C)C 4,4''-bis(3-(tert-butyl)-9H-carbazol-9-yl)-4'-(4-(3-(tert-butyl)-9H-carbazol-9-yl)phenyl)-6'-(dibenzo[b,d]thiophen-2-yl)-5'-(pyridin-4-yl)-[1,1':2',1''-terphenyl]-3'-carbonitrile